C(C)(C)(C)[Si](C)(C)OC\C=C(\CC\C=C(\CCC1OC1(C)C)/C)/C tert-butyl(((2E,6E)-9-(3,3-dimethyloxiran-2-yl)-3,7-dimethylnona-2,6-dien-1-yl)oxy)dimethylsilane